OC1(CC(CC1)NC(C1=CC=CC=C1)=O)C N-(3-hydroxy-3-methylcyclopentyl)benzamide